5-(2-chlorophenyl)uridine ethyl-2-bromothioazole-4-carboxylate C(C)C1=C(NC=C1C(=O)OC[C@@H]1[C@H]([C@H]([C@@H](O1)N1C(=O)NC(=O)C(=C1)C1=C(C=CC=C1)Cl)O)O)SBr